2-(2-(4,4-Dimethylcyclohex-1-en-1-yl)ethyl)-1,3-dioxacyclopentane CC1(CC=C(CC1)CCC1OCCO1)C